S1C(=NC2=C1C=CC=C2)[C@]2(N(CCC1=C2N=CN1)C(=O)C1=CN=C(S1)C=1C=NN(C1)C)[2H] [(4S)-4-(1,3-benzothiazol-2-yl)-4-deuterio-6,7-dihydro-1H-imidazo[4,5-c]pyridin-5-yl]-[2-(1-methylpyrazol-4-yl)thiazol-5-yl]methanone